1-cyclohexene-1-carboxylic acid, ethyl ester C1(=CCCCC1)C(=O)OCC